FC=1C(=C(C#N)C=CC1)N1CCC(CC1)N1C(N(C=2C(C1)=CN(N2)C)C(C)C2=C(C=CC=C2)C(F)(F)F)=O 3-Fluoro-2-(4-{2-methyl-6-oxo-7-[1-(2-trifluoromethyl-phenyl)-ethyl]-2,4,6,7-tetrahydro-pyrazolo[3,4-d]pyrimidin-5-yl}-piperidin-1-yl)-benzonitrile